C(C)(C)(C)OC(=O)N[C@@H](CCOCCC)C(=O)O N-(tert-Butoxycarbonyl)-O-propyl-L-homoserine